heptatrienoate C(C=CC=CC=C)(=O)[O-]